5-(7-methoxy-5-methylbenzothiophen-2-yl)-7-(pyrrolidin-3-yl)-7H-pyrrolo[2,3-d]pyrimidin-4-amine COC1=CC(=CC=2C=C(SC21)C2=CN(C=1N=CN=C(C12)N)C1CNCC1)C